3-chloro-6,7-dihydro-5H-pyrrolo[1,2-a]imidazol-7-ol ClC1=CN=C2N1CCC2O